ClC1=C(C=CC=C1)N1C(N=C(C2=C1N=C(C=C2)C(F)(F)F)NC2=NN(C=C2)C)=O 1-(2-chlorophenyl)-4-((1-methyl-1H-pyrazol-3-yl)amino)-7-(trifluoro-methyl)pyrido-[2,3-d]pyrimidin-2(1H)-one